ClC=1C=C2C(=C3C1NC(NC31CCCCC1)=O)OC(=N2)C(=O)N(C2CCOCC2)C 5-chloro-N-methyl-N-(oxan-4-yl)-7-oxo-7,8-dihydro-6H-spiro[[1,3]oxazolo[5,4-f]quinazoline-9,1'-cyclohexane]-2-carboxamide